C(C)(C)(C)OC(=O)N1C[C@H](CCC1)N (3S)-3-amino-1-piperidinecarboxylic acid tert-butyl ester